C1CC12OCCC(C2)NC2=NC(=NC=C2C(=O)O)Cl 4-((4-oxaspiro[2.5]oct-7-yl)amino)-2-chloropyrimidine-5-carboxylic acid